ClC1=C(CN2C(N(CC3=CC=C(C=C23)C(=O)NCC2=C(C=CC=C2OC)F)C)=O)C(=CC=C1)F 1-(2-chloro-6-fluorobenzyl)-N-(2-fluoro-6-methoxybenzyl)-3-methyl-2-oxo-1,2,3,4-tetrahydroquinazoline-7-carboxamide